N1=C(C=C(C=C1)N1C(NC2=C(SC=3N=CC=C1C32)C(=O)N[C@H]3[C@H](CCC3)NC(C=C)=O)=O)C=3C=NC=CC3 5-([2,3'-bipyridyl]-4-yl)-N-((1r,2s)-2-acrylamidocyclopentyl)-4-oxo-4,5-dihydro-3H-1-thia-3,5,8-triazaacenaphthylene-2-carboxamide